FC=1C=C(C=CC1O)[C@@H]1N(C2=CC=CC=C2C[C@@H]1O)C (2S,3S)-2-(3-fluoro-4-hydroxyphenyl)-1-methyl-1,2,3,4-tetrahydroquinolin-3-ol